ClC1=CC=C(C=C1)C1(OCC2=CC(=CC=C12)C1=CC(=CC=C1)C(F)(F)F)CCCN(CC(=O)O)C N-{3-[1-(4-chloro-phenyl)-5-(3-trifluoromethyl-phenyl)-1,3-dihydro-isobenzofuran-1-yl]-propyl}-N-methyl-glycine